2,3-distearyloxypropylamine C(CCCCCCCCCCCCCCCCC)OC(CN)COCCCCCCCCCCCCCCCCCC